4-amino-1-difluoromethylpyrazole NC=1C=NN(C1)C(F)F